4,4'-di(t-butylperoxycarbonyl)benzophenone C(C)(C)(C)OOC(=O)C1=CC=C(C(=O)C2=CC=C(C=C2)C(=O)OOC(C)(C)C)C=C1